BrC1=CN=C(N1COCC[Si](C)(C)C)[C@H](CCCCCC1(OCCO1)CC)N[S@](=O)C(C)(C)C (R)-N-((S)-1-(5-bromo-1-((2-(trimethylsilyl)ethoxy)methyl)-1H-imidazol-2-yl)-6-(2-ethyl-1,3-dioxolan-2-yl)hexyl)-2-methylpropane-2-sulfinamide